7-nitro-5-(pyrrolidin-1-ylmethyl)quinolin-8-ol acetate C(C)(=O)OC=1C(=CC(=C2C=CC=NC12)CN1CCCC1)[N+](=O)[O-]